(2S)-N-cyclopropyl-N-(4-fluorophenyl)pyrrolidine-2-carboxamide C1(CC1)N(C(=O)[C@H]1NCCC1)C1=CC=C(C=C1)F